NC1=NC=NN2C1=CC=C2[C@@]2(O[C@]([C@@H]1[C@H]2OC(O1)OC)(F)COP(=O)(OC1=CC=CC=C1)N[C@H](C)C(=O)OC(C)C)C#N Isopropyl ((((3aS,4S,6R,6aR)-6-(4-aminopyrrolo[2,1-f][1,2,4]triazin-7-yl)-6-cyano-4-fluoro-2-methoxytetrahydrofuro[3,4-d][1,3]dioxol-4-yl)methoxy)(phenoxy)phosphoryl)-D-alaninate